8-methyl-3,4-dihydrobenzo[b][1,4]oxazepine-5(2H)-carboxylic acid tert-butyl ester C(C)(C)(C)OC(=O)N1C2=C(OCCC1)C=C(C=C2)C